C(N)(=O)C1=CC=2OCC3(CN(C3)C(=O)OC(C)(C)C)COC=3C=C(C=C(C3NC/C=C/CNC2C(=C1)[N+](=O)[O-])[N+](=O)[O-])C(N)=O tert-butyl (15E)-9,22-dicarbamoyl-11,20-dinitro-spiro[2,6-dioxa-13,18-diazatricyclo[17.4.0.07,12]tricosa-1(19),7(12),8,10,15,20,22-heptaene-4,3'-azetidine]-1'-carboxylate